OCOC1=C(C2=CC=CC=C2C=C1)C1=C(C=CC2=CC=CC=C12)OCO 2,2'-bis(1-hydroxymethoxy)-1,1'-binaphthalene